naphthon C1(CC=CC2=CC=CC=C12)=O